((R)-4-(Azetidin-1-yl)-2,5-dimethyl-5,7-dihydro-6H-pyrrolo[3,4-d]pyrimidin-6-yl)((R)-1-(2,5-dichloropyridin-4-yl)pyrrolidin-3-yl)methanone N1(CCC1)C=1C2=C(N=C(N1)C)CN([C@@H]2C)C(=O)[C@H]2CN(CC2)C2=CC(=NC=C2Cl)Cl